2,2-bis(methylferrocenyl)-butane CC=1[C-](C=CC1)C(C)(CC)[C-]1C(=CC=C1)C.[CH-]1C=CC=C1.[Fe+2].[CH-]1C=CC=C1.[Fe+2]